ClC1=CC=C2C(=CNC2=C1)S(=O)(=O)NC1=NC=C(C(=N1)OC)OC(CF)(F)F 6-chloro-N-[4-methoxy-5-(1,1,2-trifluoroethoxy)pyrimidin-2-yl]-1H-indole-3-sulfonamide